4-(2-(4-(2-acetyl-5-chlorophenyl)-5-methoxy-2-oxopyridin-1(2H)-yl)-3-(tetrahydrofuran-2-yl)propionylamino)benzoic acid C(C)(=O)C1=C(C=C(C=C1)Cl)C1=CC(N(C=C1OC)C(C(=O)NC1=CC=C(C(=O)O)C=C1)CC1OCCC1)=O